COC(C(=O)N[C@@H](C)C(=O)N[C@@H](C)C(=O)N1[C@@H](CCC1)C(=O)N[C@@H](C(C)C)C(=O)O)CC(=O)O N-(methoxysuccinyl)-L-alanyl-L-alanyl-L-prolyl-L-valine